C(#N)C=1C(=NC(=CC1C(F)(F)F)C(F)(F)F)NCC(=O)N(C=1C=C2C=NC=NC2=CC1)C 2-((3-cyano-4,6-bis(trifluoromethyl)pyridin-2-yl)amino)-N-methyl-N-(quinazolin-6-yl)acetamide